(benzo[b]thiophen-7-yl) propylmethanesulfonate C(CC)CS(=O)(=O)OC1=CC=CC2=C1SC=C2